OCC=1OC(OC1C)=O 4-(Hydroxymethyl)-5-methyl-1,3-dioxol-2-one